6-(2-((3-fluorooxetan-3-yl)methoxy)pyrimidin-5-yl)-2-((3-(4-fluorophenyl)-1,2,4-oxadiazol-5-yl)methyl)pyridazin-3(2H)-one FC1(COC1)COC1=NC=C(C=N1)C=1C=CC(N(N1)CC1=NC(=NO1)C1=CC=C(C=C1)F)=O